FC=1C=C(C=CC1B1OC(C(O1)(C)C)(C)C)NC(C(C1=CC(=CC=C1)F)CC(=O)O)=O.NC1=NC=C(C=C1)C=1C=NN(C1)C1CCNCC1 2-amino-5-(1-(piperidin-4-yl)-1H-pyrazol-4-yl)pyridine 2-((3-fluoro-4-(4,4,5,5-tetramethyl-1,3,2-dioxaborolan-2-yl)phenyl)amino)-1-(3-fluorophenyl)-2-oxoethyl-acetate